tert-butyl (2R,6S)-2-ethyl-6-(hydroxymethyl)morpholine-4-carboxylate C(C)[C@@H]1CN(C[C@H](O1)CO)C(=O)OC(C)(C)C